C(#N)C1=NC2=CC(=CC(=C2N=C1N1CCN(CC1)C1=NC=C(C=N1)C#N)[C@@H](C)NC1=C(C(=O)O)C=CC=C1)C (R)-2-((1-(2-cyano-3-(4-(5-cyanopyrimidin-2-yl)piperazin-1-yl)-7-methylquinoxalin-5-yl)ethyl)amino)benzoic acid